dithiolthione [(3R,5S,6R)-3-Azido-5-benzyloxy-6-[[benzyloxycarbonyl(methyl)amino]methyl]tetrahydropyran-2-yl](1E)-2,2,2-trifluoro-N-phenyl-ethanimidate N(=[N+]=[N-])[C@H]1C(O[C@@H]([C@H](C1)OCC1=CC=CC=C1)CN(C)C(=O)OCC1=CC=CC=C1)O\C(\C(F)(F)F)=N\C1=CC=CC=C1.S1(SCC=C1)=S